(S)-3-chloro-2-(3-(hydroxymethyl)pyrrolidin-1-yl)pyridin-4-thiol ClC=1C(=NC=CC1S)N1C[C@H](CC1)CO